N4-(3-Chloro-4-(trifluoromethyl)phenyl)-6-(3,5-dimethyl-1H-pyrazol-1-yl)pyrimidine-2,4-diamine ClC=1C=C(C=CC1C(F)(F)F)NC1=NC(=NC(=C1)N1N=C(C=C1C)C)N